ClC=1C=C(C=C(C1)NS(=O)(=O)C)NC(=O)C=1SC(=C(C1)N1C(CCC1)=O)C N-(3-chloro-5-(methylsulfonamido)phenyl)-5-methyl-4-(2-oxopyrrolidin-1-yl)thiophene-2-carboxamide